FC1=C(C=CC=C1)C1=CC(=CN1)C=O 5-(2-fluorophenyl)pyrrole-3-formaldehyde